2-(4,5-dichloro-6-oxopyridazin-1(6H)-yl)-N-(2-methyl-3-(N-(2-(pyridin-2-yl)ethyl)sulfamoyl)phenyl)acetamide ClC=1C=NN(C(C1Cl)=O)CC(=O)NC1=C(C(=CC=C1)S(NCCC1=NC=CC=C1)(=O)=O)C